3a,7a-dihydro-1H-indazole-6-carbonyl chloride N1N=CC2C=CC(=CC12)C(=O)Cl